IC1=CN=C2N1N=C(C=C2)NC2CCC(CC2)C(C)(C)O 2-((1r,4r)-4-((3-iodoimidazo[1,2-b]pyridazin-6-yl)amino)cyclohexyl)propan-2-ol